ClC1=C(C(=CC=C1)Cl)/C(=C(/C=1C=C2C=NNC2=CC1)\C1=CC=C(C=C1)/C=C/C(=O)O)/CC (E)-3-(4-((E)-2-(2,6-dichlorophenyl)-1-(1H-indazol-5-yl)but-1-en-1-yl)phenyl)acrylic acid